ClC=1C(=CC(=C(CN[C@@](C(=O)O)(CO)C)C1)OC[C@H](CO)C)OCC1=C(C(=CC=C1)C1=CC2=C(OCCO2)C=C1)C (R)-2-((5-chloro-4-((3-(2,3-dihydrobenzo[b][1,4]dioxin-6-yl)-2-methylbenzyl)oxy)-2-((S)-3-hydroxy-2-methylpropoxy)benzyl)amino)-3-hydroxy-2-methylpropanoic acid